3-((4-((4-(6-((6-acetyl-8-cyclopentyl-5-methyl-7-oxo-7,8-dihydropyrido[2,3-d]pyrimidin-2-yl)amino)pyridin-3-yl)piperazin-1-yl)methyl)phenyl)amino)piperidine-2,6-dione C(C)(=O)C1=C(C2=C(N=C(N=C2)NC2=CC=C(C=N2)N2CCN(CC2)CC2=CC=C(C=C2)NC2C(NC(CC2)=O)=O)N(C1=O)C1CCCC1)C